(R)-1-(3-((6-(1-methyl-1H-pyrazol-4-yl)pyrazolo[1,5-a]pyrazin-4-yl)oxy)azepan-1-yl)prop-2-en-1-one CN1N=CC(=C1)C=1N=C(C=2N(C1)N=CC2)O[C@H]2CN(CCCC2)C(C=C)=O